NCCN(CCN)C N,N-bis-(2-aminoethyl)methylamine